ClC1=C(C=CC2=C1C(=N[C@H](C=1N2C=C(N1)C(=O)NC1CC(C1)O)C)C1=NC=CC=C1F)C(F)(F)F (4S)-7-chloro-6-(3-fluoro-2-pyridinyl)-N-(3-hydroxycyclobutyl)-4-methyl-8-(trifluoromethyl)-4H-imidazo[1,2-a][1,4]benzodiazepine-2-Carboxamide